(S)-3-(4-(4-((3S,4S)-3,4-bis(((1S,2R)-2-phenylcyclopropyl)carbamoyl)pyrrolidine-1-carbonyl)phenyl)-1H-imidazol-1-yl)-2-((tert-butoxycarbonyl)amino)propanoic acid C1(=CC=CC=C1)[C@@H]1[C@H](C1)NC(=O)[C@@H]1CN(C[C@H]1C(N[C@@H]1[C@H](C1)C1=CC=CC=C1)=O)C(=O)C1=CC=C(C=C1)C=1N=CN(C1)C[C@@H](C(=O)O)NC(=O)OC(C)(C)C